8-(4-chloro-2-fluorophenyl)-6-(2-(1-cyclopropyl-1H-pyrazol-4-yl)tetrahydro-2H-pyran-4-yl)-2,3-dimethylpyrido[2,3-b]pyrazine ClC1=CC(=C(C=C1)C1=CC(=NC2=NC(=C(N=C21)C)C)C2CC(OCC2)C=2C=NN(C2)C2CC2)F